CN1C(C(CCC1=O)N1C(N(C2=C1C=CC=C2N2CCNCC2)C)=O)=O 1-Methyl-3-(3-methyl-2-oxo-4-piperazin-1-yl-benzimidazol-1-yl)piperidine-2,6-dione